FC1(C(C1)C(=O)NC=1N=CC2=CC(=C3C(=C2C1)SC=N3)C=3C=NC(=CC3C)C(CC)O)F 2,2-Difluoro-N-(4-(6-(1-hydroxypropyl)-4-methylpyridin-3-yl)thiazolo[5,4-f]isoquinolin-8-yl)cyclopropane-1-carboxamide